IC=1C=NN2C1N=C(C=C2N2[C@@H](COCC2)C)N2[C@@H](COCC2)C (3R,3'R)-4,4'-(3-iodopyrazolo[1,5-a]pyrimidine-5,7-diyl)bis(3-methylmorpholine)